5-(4-(dimethylamino)benzylidene)-3-(4-fluorophenyl)-1-methyl-2-selenoxoimidazolidin-4-one CN(C1=CC=C(C=C2C(N(C(N2C)=[Se])C2=CC=C(C=C2)F)=O)C=C1)C